C(CC(CC)C(=O)OC)C(=O)ON1C(CCC1=O)=O 1-(2,5-dioxopyrrolidin-1-yl) 3-methyl pentane-1,3-dicarboxylate